1-(2-chlorophenyl)-4-[(3-methoxy-propyl)amino]-7-(trifluoromethyl)-pyrido[2,3-d]pyrimidin-2(1H)-onE ClC1=C(C=CC=C1)N1C(N=C(C2=C1N=C(C=C2)C(F)(F)F)NCCCOC)=O